C(C)(C)(C)OC(=O)NC1(CC2=CC(=CC=C2CC1)OC1=CC2=CC(=CC=C2C=C1)N(C)C)C(=O)OC methyl 2-((tert-butoxycarbonyl) amino)-7-((7-(dimethylamino) naphthalen-2-yl) oxy)-1,2,3,4-tetrahydronaphthalen-2-carboxylate